N-(Cyclopropylmethyl)-2-(3-(2,6-dioxopiperidin-3-yl)-1H-indazol-1-yl)-acetamide C1(CC1)CNC(CN1N=C(C2=CC=CC=C12)C1C(NC(CC1)=O)=O)=O